2-(6-{[(2S,4S)-2-(Hydroxymethyl)piperidin-4-yl](methyl)amino}[1,3]thiazolo[4,5-c]pyridazin-3-yl)-5-(1H-pyrazol-4-yl)phenol-Dihydrochlorid Cl.Cl.OC[C@H]1NCC[C@@H](C1)N(C=1SC2=C(N=NC(=C2)C2=C(C=C(C=C2)C=2C=NNC2)O)N1)C